1-{[p-(trifluoromethyl)phenyl]methyl}-1H-pyrazol FC(C1=CC=C(C=C1)CN1N=CC=C1)(F)F